O[C@H](CCCN1CCC(CC1)C(C1=CC=CC=C1)(C1=CC=CC=C1)O)C1=CC=C(C=C1)C(C(=O)O)(C)C |r| (RS)-2-[4-[1-Hydroxy-4-[4-(hydroxy-diphenyl-methyl)-1-piperidyl]butyl]phenyl]-2-methyl-propanoic acid